NCCC[Si](OC)(OC)OC γ-aminopropyltrimethoxy-silane